FC1(CC(C1)C1=NNC(=N1)C1CC2(CN(C2)C(=O)N2CC3(C2)CCC(CC3)CC3=NC=C(C=C3)C(F)(F)F)C1)F [6-[3-(3,3-difluorocyclobutyl)-1H-1,2,4-triazol-5-yl]-2-azaspiro[3.3]heptan-2-yl]-[7-[[5-(trifluoromethyl)-2-pyridyl]methyl]-2-azaspiro[3.5]nonan-2-yl]methanone